N1C(=NCC1)C(C)C 2-(2-imidazolin-2-yl)-propane